O=C(C(=C)OC(=O)C12CC3CC(CC(C1)C3)C2)C (3r,5r,7r)-adamantan-1-carboxylic acid 3-oxobut-1-en-2-yl ester